C[C@@H]1N(C[C@H](N(C1)CC#C)C)C1=C(C(N(C2=CC(=CC=C12)OC)C)=O)C#N 4-((2S,5R)-2,5-dimethyl-4-(prop-2-yn-1-yl)piperazine-yl)-7-methoxy-1-methyl-2-oxo-1,2-dihydroquinoline-3-carbonitrile